N[C@H](C)C=1C=C(C=C2C(C(=C(OC12)C1=CC(=C(C=C1)F)F)C)=O)C 8-[(1R)-1-Aminoethyl]-2-(3,4-difluorophenyl)-3,6-dimethyl-chromen-4-one